C(C)OC(=O)C1=NN(C2=CC=CC(=C2C1=O)Br)C1=CC(=NC=C1)OC 5-bromo-1-(2-methoxy-4-pyridinyl)-4-oxo-cinnoline-3-carboxylic acid ethyl ester